2-(1-(fluoromethyl)-2-oxabicyclo[2.1.1]hex-4-yl)-6-isopropoxy-2H-pyrazolo[3,4-b]pyridine-5-carboxylic acid methyl ester COC(=O)C1=CC=2C(N=C1OC(C)C)=NN(C2)C21COC(C2)(C1)CF